tertbutyl (R)-3-hydroxypyrrolidine-1-carboxylate O[C@H]1CN(CC1)C(=O)OC(C)(C)C